ClC1=CC=C(N=N1)N1CC(OCC1)CO [4-(6-Chloro-pyridazin-3-yl)-morpholin-2-yl]-methanol